C(C)(C)[Si](OC(=O)C1C2CC(C(C1)C2)[Si](OC)(OC)OC)(C(C)C)C(C)C 2-triisopropylsiloxycarbonyl-5-trimethoxysilylnorbornane